C(C)(C)C1=CC=C(C=C1)C1=C(OC2=CC(=CC(=C2C1=O)OC)OC)C1=CC=C(C=C1)O (4-isopropylphenyl)-2-(4-hydroxyphenyl)-5,7-dimethoxy-4H-chromen-4-one